FC1(C(C1)C(=O)NCC=1SC(=NN1)C=1N(C2=CC=CC(=C2C1)NC1CCN(CC1)C)CC(F)(F)F)F 2,2-difluoro-N-[(5-{4-[(1-methylpiperidin-4-yl)amino]-1-(2,2,2-trifluoroethyl)-1H-indol-2-yl}-1,3,4-thiadiazol-2-yl)methyl]cyclopropane-1-carboxamide